CC1C(C2=CC=CC=C2C1)N 2-methyl-1-aminoindan